1,3-benzenediboronic acid C1(=CC(=CC=C1)B(O)O)B(O)O